ClC1=CC=CC(=N1)CC(C(=O)[O-])(C)C 3-(6-chloropyridin-2-yl)-2,2-dimethylpropanoate